N-(3-chloro-4-piperazin-1-yl-phenyl)-3-fluoro-4-(1,2,3,6-tetrahydro-pyridin-4-yl)-benzamide ClC=1C=C(C=CC1N1CCNCC1)NC(C1=CC(=C(C=C1)C=1CCNCC1)F)=O